The molecule is a carbotricyclic compound that consists of decahydro-1H-1H-cyclopropa[a]naphthalene bearing four methyl substituents at position 1, 1, 3a and 7 as well as a hydroxy substituent at position 4 (the (1aR,3aS,4S,7R,7aS,7bR)-diastereomer). It is a sesquiterpenoid, a carbotricyclic compound and a secondary alcohol. C[C@@H]1CC[C@@H]([C@@]2([C@@H]1[C@H]3[C@H](C3(C)C)CC2)C)O